C(CCCCCCCCCCCCCCC)(=O)N([C@@H](CCCCN)C(=O)O)C(CCCCCCCCCCCCCCC)=O N,N-dipalmitoyl-L-lysine